3-(methylsulfonamido)piperidine CS(=O)(=O)NC1CNCCC1